2-aminoethyl-2,6-diaminohexanoate NCCOC(C(CCCCN)N)=O